(E)-N-(4-(1-(6-(4-(2-((2-(2,6-dioxopiperidin-3-yl)-1,3-dioxoisoindolin-4-yl)thio)ethyl)piperazin-1-yl)nicotinoyl)piperidin-4-yl)butyl)-3-(pyridin-3-yl)acrylamide O=C1NC(CCC1N1C(C2=CC=CC(=C2C1=O)SCCN1CCN(CC1)C1=NC=C(C(=O)N2CCC(CC2)CCCCNC(\C=C\C=2C=NC=CC2)=O)C=C1)=O)=O